FC(C)(F)C1=NC(=NC=C1)N1C=C(C=2C=NC(=CC21)NC(C)=O)N2CC(CC2)N(C)C N-(1-(4-(1,1-difluoroethyl)pyrimidin-2-yl)-3-(3-(dimethylamino)pyrrolidin-1-yl)-1H-pyrrolo[3,2-c]pyridin-6-yl)acetamide